C(#C)C1=C(C=CC=C1)C=1C=NC=CC1C(=O)O 3-(2-ethynylphenyl)pyridine-4-carboxylic acid